C(#N)C=1C=C(C=CC1OCC(F)F)C1=NC(=NO1)C1=C2CC[C@@H](C2=CC=C1)NC(C)=O N-((1S)-4-(5-(3-cyano-4-(2,2-difluoroethoxy)phenyl)-1,2,4-oxadiazol-3-yl)-2,3-dihydro-1H-inden-1-yl)acetamide